(2R,3S,4S)-4-hydroxy-2-[(4-methoxyphenyl)methyl]pyrrolidin-3-yl N-[2-(1H-imidazol-2-yl)ethyl]carbamate N1C(=NC=C1)CCNC(O[C@H]1[C@H](NC[C@@H]1O)CC1=CC=C(C=C1)OC)=O